OC1(CC(C1)C(=O)N1CC2(C1)CC(C2)C2=CC=C(C=C2)C(C)C)C ((1s,3s)-3-Hydroxy-3-methylcyclobutyl)(6-(4-isopropylphenyl)-2-azaspiro[3.3]heptan-2-yl)methanon